NC=1C(=NC(=CC1)Br)C(=O)NC1=CC=NC=C1 3-amino-6-bromo-N-(pyridin-4-yl)pyridine-2-carboxamide